COCCOCC=1C(=NC=CC1)\C(\C)=N\NC(=S)SC methyl (E)-2-(1-(3-((2-methoxyethoxy)methyl)pyridin-2-yl)ethylidene)hydrazine-1-carbodithioate